ClC1=C(C(=C(C(=N1)N1CCC(CC1)(C)NC(OC(C)(C)C)=O)C#N)CC)C#N tert-butyl (1-(6-chloro-3,5-dicyano-4-ethylpyridin-2-yl)-4-methylpiperidin-4-yl)carbamate